2-(6-(((1S,4S,5S,6R)-6-fluoro-1-methyl-2-azabicyclo[2.2.2]octan-5-yl)oxy)pyridazin-3-yl)-5-(1H-imidazol-1-yl)phenol F[C@H]1[C@H]([C@@H]2CN[C@]1(CC2)C)OC2=CC=C(N=N2)C2=C(C=C(C=C2)N2C=NC=C2)O